[Na+].[N+](=O)([O-])C1=C(C(=CC(=C1)[N+](=O)[O-])[N+](=O)[O-])S(=O)(=O)[O-] 2,4,6-trinitrobenzenesulfonate sodium salt